CN1C(C2=CC=CC=C2C2(C=CC(C=3C=CC4=C(OCO4)C23)=O)C1=O)=O 2-Methyl-1H,6'H-spiro[isoquinoline-4,9'-naphtho[1,2-d][1,3]dioxole]-1,3,6'(2H)-trione